2-(aminophenyl)-5-aminobenzoxazole NC1=C(C=CC=C1)C=1OC2=C(N1)C=C(C=C2)N